ClCC1CNC=2C=C(C3=C(C12)C=CC=C3)O 1-(chloromethyl)-5-hydroxy-1,2-dihydro-3H-benzo(e)indole